COC1CCCC=2N=C(SC21)C2=C1N=CC(=NC1=CC(=C2)C)OC 7-methoxy-2-(2-methoxy-7-methylquinoxalin-5-yl)-4,5,6,7-tetrahydrobenzo[d]thiazole